[2-[5-[[1-[(E)-2-(aminomethyl)-3-fluoro-allyl]-5-oxo-1,2,4-triazol-4-yl]methyl]-2-thienyl]ethynyl]-4H-pyrido[3,2-b][1,4]oxazin-3-one hydrochloride Cl.NC/C(/CN1N=CN(C1=O)CC1=CC=C(S1)C#CC1C(NC2=C(O1)C=CC=N2)=O)=C\F